NC=CC=C(C=O)O 5-amino-2-hydroxy-2,4-pentadienealdehyde